2-(2,6-dioxopiperidin-3-yl)-5-((3-(piperazin-1-yl)piperidin-1-yl)methyl)isoindoline O=C1NC(CCC1N1CC2=CC=C(C=C2C1)CN1CC(CCC1)N1CCNCC1)=O